3-(1-methyl-7-(((6R,7S)-6-methyl-2-azaspiro[3.5]nonan-7-yl)amino)-1H-indazol-3-yl)piperidine-2,6-dione CN1N=C(C2=CC=CC(=C12)N[C@@H]1[C@@H](CC2(CNC2)CC1)C)C1C(NC(CC1)=O)=O